(2-(trifluoromethyl)phenyl)ethan-1-one FC(C1=C(C=CC=C1)C(C)=O)(F)F